(3R)-7-((S)-4-acryloyl-2-methylpiperazin-1-yl)-9-chloro-3-((4-(2,2-difluoro-ethyl)piperazin-1-yl)methyl)-10-(2,4-difluorophenyl)-2H-[1,4]thiazino[2,3,4-ij]quinazolin-5(3H)-one C(C=C)(=O)N1C[C@@H](N(CC1)C1=NC(N2C3=C(C(=C(C=C13)Cl)C1=C(C=C(C=C1)F)F)SC[C@H]2CN2CCN(CC2)CC(F)F)=O)C